C(C=C)(=O)NCCC[SiH2]C(O[Si](C)(C)C)O[Si](C)(C)C 3-acrylamidopropyl-bis(trimethylsiloxy)methylsilane